NC1=NC=NC(=C1C1=NC=CC=C1)N 4,6-diamino-5-(pyridin-2-yl)pyrimidine